C1(=CC=CC=C1)N1N=C(C=C1C1=CC=CC=C1)C=O 1,5-diphenyl-1H-pyrazole-3-carbaldehyde